CC(C(C(N[C@H](C=O)C[C@H]1C(NCC1)=O)=O)NC(OCC1=CC=CC=C1)=O)(C(C)C)C benzyl (3,3,4-trimethyl-1-oxo-1-(((S)-1-oxo-3-((S)-2-oxopyrrolidin-3-yl)propan-2-yl)amino)pentan-2-yl)carbamate